C[C@H]1N(C[C@H](N(C1)C(=O)[C@]1(O[C@@H]1C1=C(C=CC=C1)[N+](=O)[O-])C)C)C(=O)[C@]1(O[C@@H]1C1=C(C=CC=C1)[N+](=O)[O-])C ((2R,5R)-2,5-dimethylpiperazine-1,4-diyl)bis(((2S,3R)-2-methyl-3-(2-nitro-phenyl)oxiran-2-yl)methanone)